5-ethyl-phenol C(C)C=1C=CC=C(C1)O